(1S,2S)-2-(1H-benzo[d]imidazol-2-yl)-N-((R)-1-(6-methoxy-5-(trifluoromethyl)pyridin-3-yl)pyrrolidin-3-yl)cyclopropane-1-carboxyamide N1C(=NC2=C1C=CC=C2)[C@@H]2[C@@H](C2)CC(=O)N[C@H]2CN(CC2)C=2C=NC(=C(C2)C(F)(F)F)OC